(2S)-2-[[(2S)-2-amino-3-(4-fluorophenyl)propionyl]amino]-3-[5-[bis(2-chloroethyl)amino]-1-methyl-benzimidazol-2-yl]propionic acid ethyl ester dihydrochloride Cl.Cl.C(C)OC([C@H](CC1=NC2=C(N1C)C=CC(=C2)N(CCCl)CCCl)NC([C@H](CC2=CC=C(C=C2)F)N)=O)=O